1-Ethyl-3,3-dimethyl-5-propyloctahydrobenzo[c]isoxazol C(C)N1OC(C2C1CCC(C2)CCC)(C)C